ClC1=NC=C(C(=N1)C1=CC=C2CN(C(C2=C1)=O)[C@@H](C(=O)N[C@H](CO)C1=CC(=CC=C1)OC)C)Cl (R)-2-(6-(2,5-dichloropyrimidin-4-yl)-1-oxoisoindolin-2-yl)-N-((S)-2-hydroxy-1-(3-methoxyphenyl)ethyl)propionamide